tert-butyl 6-{[2-(5-chloropyridin-2-yl)imidazo[1,2-a]pyridin-3-yl]methyl}-2,6-diazabicyclo[3.2.2]nonane-2-carboxylate ClC=1C=CC(=NC1)C=1N=C2N(C=CC=C2)C1CN1C2CCN(C(C1)CC2)C(=O)OC(C)(C)C